(S)-(1-amino-6-bromo-5-fluoro-1,2,3,4-tetrahydronaphthalen-1-yl)methanol tert-butyl-(R)-3-(1-bromoimidazo[1,5-a]pyridin-3-yl)pyrrolidine-1-carboxylate C(C)(C)(C)[C@@H]1N(CCC1C1=NC(=C2N1C=CC=C2)Br)C(=O)OC[C@@]2(CCCC1=C(C(=CC=C21)Br)F)N